[Fe].N1=CNC2=C1C=CC=C2 Benzimidazole iron